ClC=1C=2CCCC2C(=C2CCCC12)NC(=O)NS(=O)(=O)C=1OC2=C(C1)\C(\CCC2)=N/O (Z)-N-((8-chloro-1,2,3,5,6,7-hexahydro-s-indacen-4-yl)carbamoyl)-4-(hydroxyimino)-4,5,6,7-tetrahydrobenzofuran-2-sulfonamide